hypochlorit Cl[O-]